ClCC(=O)NC1=C(C=CC=C1C)C chloroacetyl-2,6-dimethylaniline